CN1N=C2C=CC(=C(C2=C1)C)C1=CC=C(N=N1)NC1C[C@@H]2[C@@H](CN(C2)C([2H])([2H])[C@H]2COCCC2)C1 (3aR,5s,6aS)-N-(6-(2,4-dimethyl-2H-indazol-5-yl)pyridazin-3-yl)-2-(((S)-tetrahydro-2H-pyran-3-yl)methyl-d2)octahydrocyclopenta[c]pyrrol-5-amine